N1=C(C=CC=C1)C1=C(C=CC=C1)O.[Li] lithium 2-(pyridin-2-yl)phenol